CN(C)C1=CN=C(C=C1)Br 6-bromo-N,N-dimethylpyridine-3-amine